(2S)-N-[2-[4-[[3-(4-chlorophenyl)-2-propynyl]oxy]-3-methoxyphenyl]ethyl]-3-methyl-2-[(methylsulfonyl)amino]-butanamide ClC1=CC=C(C=C1)C#CCOC1=C(C=C(C=C1)CCNC([C@H](C(C)C)NS(=O)(=O)C)=O)OC